methyl (2S,3R)-2-[[4-[2-(4-aminophenyl)ethynyl]benzoyl]amino]-3-hydroxy-butanoate NC1=CC=C(C=C1)C#CC1=CC=C(C(=O)N[C@H](C(=O)OC)[C@@H](C)O)C=C1